7-(2,7-dichloro-8-fluoropyrido[4,3-d]pyrimidin-4-yl)-1-oxa-3,7-diazaspiro[4.5]decan-2-one ClC=1N=C(C2=C(N1)C(=C(N=C2)Cl)F)N2CC1(CNC(O1)=O)CCC2